tert-butyl 3-[6-[3-(trifluoromethyl)pyrrolidin-1-yl]-3-pyridyl]azetidine-1-carboxylate FC(C1CN(CC1)C1=CC=C(C=N1)C1CN(C1)C(=O)OC(C)(C)C)(F)F